2-(2,6-dioxo-3-piperidyl)-5-[4-[[4-[[1-[6-[5-(1-methylcyclopropoxy)-2H-indazol-3-yl]pyrimidin-4-yl]-4-piperidyl]methyl]phenyl]methyl]-1-piperidyl]isoindoline-1,3-dione O=C1NC(CCC1N1C(C2=CC=C(C=C2C1=O)N1CCC(CC1)CC1=CC=C(C=C1)CC1CCN(CC1)C1=NC=NC(=C1)C=1NN=C2C=CC(=CC12)OC1(CC1)C)=O)=O